[Cl-].CC1(C=[NH+]C2=CC=CC=C12)C 3,3-dimethyl-3H-indol-1-ium chloride